N-tris[hydroxymethyl]methyl-3-amino-propanesulfonic acid OCC(NCCCS(=O)(=O)O)(CO)CO